ClC1=CC(=C(COC2=CC=CC(=N2)C2CCN(CC2)CC2=NC3=C(N2C)C=C(C=C3OC(F)F)C3=NSC(N3)=O)C=C1)F 3-(2-((4-(6-((4-Chloro-2-fluorobenzyl)oxy)pyridin-2-yl)piperidin-1-yl)methyl)-4-(difluoromethoxy)-1-methyl-1H-benzo[d]imidazol-6-yl)-1,2,4-thiadiazol-5(4H)-one